BrC1=CC(=NN1)C(=O)N1CCC(CC1)C(=O)OC Methyl 1-(5-bromo-1H-pyrazole-3-carbonyl)piperidine-4-carboxylate